1-(6-(4-(ethylsulfonyl)piperazin-1-yl)pyridin-3-yl)guanidine C(C)S(=O)(=O)N1CCN(CC1)C1=CC=C(C=N1)NC(=N)N